1-(7-(8-ethyl-7-fluoronaphthalen-1-yl)-2-((hexahydro-1H-pyrrolizin-7a-yl)methoxy)-5,6,7,8-tetrahydropyrido[3,4-d]pyrimidin-4-yl)-3-methylpiperidin-3-ol C(C)C=1C(=CC=C2C=CC=C(C12)N1CC=2N=C(N=C(C2CC1)N1CC(CCC1)(O)C)OCC12CCCN2CCC1)F